(cyclohexyl)magnesium bromide C1(CCCCC1)[Mg]Br